BrC=1C(=NC(=NC1C(F)(F)F)N1CCC(CC1)C1=C(C=NN1CCOC)C)S(=O)(=O)C 5-bromo-2-(4-(1-(2-methoxyethyl)-4-methyl-1H-pyrazol-5-yl)piperidin-1-yl)-4-(methylsulfonyl)-6-(trifluoromethyl)pyrimidine